CC1=C(C=NN1C1CCNCC1)C=1C=C(C=2N(C1)N=CC2C#N)SC=2N=CC=C1C2N(N=C1)C 6-[5-methyl-1-(4-piperidyl)pyrazol-4-yl]-4-(1-methylpyrazolo[3,4-c]pyridin-7-yl)sulfanyl-pyrazolo[1,5-a]pyridine-3-carbonitrile